BrC1=C2C=3C(=C(C(=C(C3NC2=CC=C1)C(=O)OCC)C(=O)OCC)C(=O)OCC)C(=O)OCC tetraethyl 5-bromo-9H-carbazole-1,2,3,4-tetracarboxylate